1-(R)-tert-butyl (1-(4-bromophenyl)-2-hydroxyethyl)carbamate BrC1=CC=C(C=C1)[C@H](CO)NC(OC(C)(C)C)=O